(2-amino-4,5-dimethyl-1-((1-methyl-1H-pyrazol-4-yl)methyl)-1H-pyrrol-3-yl)(4-chlorophenyl)methanone NC=1N(C(=C(C1C(=O)C1=CC=C(C=C1)Cl)C)C)CC=1C=NN(C1)C